C(C1=CC=CC=C1)OC(=O)N1CCC(=CC1)C1=CC(=C2CN(CC2=C1)C(=O)OC(C)(C)C)N1CCCC2=CC(=C(C=C12)C(F)F)C=1C=NN(C1)C tert-butyl 6-{1-[(benzyloxy)carbonyl]-3,6-dihydro-2H-pyridin-4-yl}-4-[7-(difluoromethyl)-6-(1-methylpyrazol-4-yl)-3,4-dihydro-2H-quinolin-1-yl]-1,3-dihydroisoindole-2-carboxylate